N1(N=CC=C1)C1=CC=C(C=N1)NC(=O)[C@@H]1CC12CCN(CC2)C(=O)OC(C(F)(F)F)C(F)(F)F |r| 1,1,1,3,3,3-Hexafluoropropan-2-yl (±)-1-((6-(1H-pyrazol-1-yl)pyridin-3-yl)carbamoyl)-6-azaspiro[2.5]octane-6-carboxylate